5-[1-(2-Fluoro-6-methyl-phenyl)-piperidin-4-yl]-2-((S)-2-hydroxy-3-methoxy-propyl)-7-(2-trifluoromethyl-benzyl)-2,4,5,7-tetrahydro-pyrazolo[3,4-d]pyrimidin-6-on FC1=C(C(=CC=C1)C)N1CCC(CC1)N1C(N(C=2C(C1)=CN(N2)C[C@@H](COC)O)CC2=C(C=CC=C2)C(F)(F)F)=O